OC(CN1CC2=C(N=C(N=C2)NC=2C=NC=CC2)CC1)C=1C(=C2COC(C2=CC1)=O)C 5-(1-hydroxy-2-(2-(pyridin-3-ylamino)-7,8-dihydropyrido[4,3-d]pyrimidin-6(5H)-yl)ethyl)-4-methylisobenzofuran-1(3H)-one